1-(5-((4-(4-amino-2,3-dihydro-1H-inden-5-yl)pyridin-2-yl)oxy)pentyl)-1H-pyrazole-3-sulfonamide NC1=C2CCCC2=CC=C1C1=CC(=NC=C1)OCCCCCN1N=C(C=C1)S(=O)(=O)N